COP(=O)(OC)O.CN1CN(C=C1)C 1,3-dimethylimidazole dimethylphosphate